N-(1-Cyanocyclopropyl)-9-(5-(difluoromethyl)-1,3,4-thiadiazol-2-yl)-4-(4-(5-methylpicolinoyl)piperazin-1-yl)-9H-pyrimido[4,5-b]indole-7-sulfonamide C(#N)C1(CC1)NS(=O)(=O)C1=CC=C2C3=C(N(C2=C1)C=1SC(=NN1)C(F)F)N=CN=C3N3CCN(CC3)C(C3=NC=C(C=C3)C)=O